N\C(=C/C(=O)N)\CC(C)C (Z)-3-amino-5-methyl-hex-2-enamide